FC1=CC=C(CC2=CC3=C(OC[C@@H](N3C(CN3C[C@H](N(C[C@@H]3CN3[C@@H](COCC3)C)C(=O)OC(C)(C)C)C)=O)CC(C)C)N=C2)C=C1 tert-butyl (2R,5S)-4-(2-((S)-7-(4-fluorobenzyl)-2-isobutyl-2,3-dihydro-1H-pyrido[2,3-b][1,4]oxazin-1-yl)-2-oxoethyl)-2-methyl-5-(((R)-3-methylmorpholino)methyl)piperazine-1-carboxylate